acetanilide-14C C(C)(=O)N[14C]1=CC=CC=C1